(2R)-2-(2,5-Dioxo-2,5-dihydro-1H-pyrrol-1-yl)propanoylchlorid O=C1N(C(C=C1)=O)[C@@H](C(=O)Cl)C